[NH4+].C(C=O)(=O)[O-] glyoxylate ammonium salt